tert-butyl N-[(3S)-1-{5-bromo-2-[3-fluoro-2-(2-fluoro-6-methoxyphenyl)pyridine-4-amido]phenyl}pyrrolidin-3-yl]carbamate BrC=1C=CC(=C(C1)N1C[C@H](CC1)NC(OC(C)(C)C)=O)NC(=O)C1=C(C(=NC=C1)C1=C(C=CC=C1OC)F)F